BrC=1C=C(C=CC1)C=1C=C(C=CC1)C=1C=C(C=CC1Br)C1=C(C=CC=C1)N1C2=C(C3=CC=CC=C13)C=CC=N2 9-(3''',4'-dibromo-[1,1':3',1'':3'',1'''-quaterphenyl]-2-yl)-9H-pyrido[2,3-b]indole